carbonylRuthenium dichloride monohydrate O.C(=O)=[Ru](Cl)Cl